tert-butyl (S)-(1-(4-chlorophenyl)-3-oxopropan-2-yl)carbamate ClC1=CC=C(C=C1)C[C@@H](C=O)NC(OC(C)(C)C)=O